COC(=O)C=1C(=NC(=C(C1)C#N)O)COC 5-cyano-6-hydroxy-2-(methoxymethyl)pyridine-3-carboxylic acid methyl ester